8-[(2R)-3-(4-chlorophenyl)-1-oxo-2-[[4-(1-piperazinylmethyl)benzoyl]amino]propyl]-N-cyclohexyl-4-oxo-1-phenyl-1,3,8-triazaspiro[4.5]decane-3-acetamide ClC1=CC=C(C=C1)C[C@H](C(=O)N1CCC2(C(N(CN2C2=CC=CC=C2)CC(=O)NC2CCCCC2)=O)CC1)NC(C1=CC=C(C=C1)CN1CCNCC1)=O